NC1=C(C(C(O1)([2H])C1=CC=C(C(=O)OC)C=C1)=O)OS(=O)(=O)C([2H])([2H])C1=CC=CC=C1 methyl 4-(5-amino-3-oxo-4-(((phenylmethyl-d2)sulfonyl)oxy)-2,3-dihydrofuran-2-yl-2-d)benzoate